FC=1C(=NC=C(C1I)C)C(=O)O 3-fluoro-4-iodo-5-methylpicolinic acid